C(C)(C)(C)OC(CN1[C@@H]2CN([C@H](C1)C2)C2=NC=C(C=N2)Br)=O 2-((1S,4S)-5-(5-bromopyrimidin-2-yl)-2,5-diazabicyclo[2.2.1]hept-2-yl)acetic acid tert-butyl ester